C1(CC1)N1N=CC(=C1)C=1C=C(C=CC1)N(C(=O)[C@@H]1CC[C@H](CC1)CC(=O)O)C[C@@H]1CC[C@H](CC1)C1=CC(=C(C=C1)OC)C 2-(trans-4-((3-(1-Cyclopropyl-1H-pyrazol-4-yl)phenyl)((trans-4-(4-methoxy-3-methylphenyl)cyclohexyl)methyl)carbamoyl)cyclohexyl)acetic acid